O=C1NC(CCC1C1=CC=C(CN(C2CCN(CC2)C2=CC(=C(C=C2C)NC2=NC=C(C(=C2)NC2=C(C(=O)NC)C=CC=C2)C(F)(F)F)OC(C)C)C)C=C1)=O 2-((2-((4-(4-((4-(2,6-dioxopiperidin-3-yl)benzyl)(methyl)amino)piperidin-1-yl)-2-isopropoxy-5-methylphenyl)amino)-5-(trifluoromethyl)pyridin-4-yl)amino)-N-methylbenzamide